N-[5-chloro-2-(trifluoromethyl)benzyl]-N-cyclopropyl-5-(difluoromethyl)-1H-pyrazole-4-carboxamide ClC=1C=CC(=C(CN(C(=O)C=2C=NNC2C(F)F)C2CC2)C1)C(F)(F)F